1-((3-(3-bromophenyl)oxetan-3-yl)methyl)-5-methyl-1H-pyrazole BrC=1C=C(C=CC1)C1(COC1)CN1N=CC=C1C